FC1=C(C=C(N)C=C1)Cl 4-fluoro-3-chloroaniline